CC1=CC=C(C=C1)S(=O)(=O)O.NC/C(/COC1=CC2=C(N=C(O2)N(CC(=O)NC)CC2=CC=CC=C2)C=C1)=C\F (E)-2-((6-((2-(aminomethyl)-3-fluoroallyl)-oxy)benzo[d]-oxazol-2-yl)-(benzyl)amino)-N-methylacetamide 4-methylbenzene-sulfonate